Nitronium Tetrafluoroborate F[B-](F)(F)F.O=[N+]=O